4,4,6-trimethyl-ε-caprolactone CC1(CCC(=O)OC(C1)C)C